C(CCCCCCCCCCCCCCC)N1C(=C(C=C2C(C=C3C(=C12)OC(C=C3)(C)C)=O)OC)C3=CC=CC=C3 N-hexadecyl-9-phenyl-8-methoxy-2,2-dimethyl-pyrano[3,2-h]quinolin-6-one